2-dodecene monoxide CC1C(CCCCCCCCC)O1